(S)-N-(7-cyanochroman-4-yl)-2-(piperazin-1-yl)benzo[d]thiazole-6-carboxamide C(#N)C1=CC=C2[C@H](CCOC2=C1)NC(=O)C1=CC2=C(N=C(S2)N2CCNCC2)C=C1